(3R)-tetrahydrofuran-3-carboxylic acid O1C[C@@H](CC1)C(=O)O